2-ethyl-5,11-dioxo-6,12-bis(benzoyloxy)naphthacene C(C)C1=CC=2C(=C3C(C4=CC=CC=C4C(=C3C(C2C=C1)=O)OC(C1=CC=CC=C1)=O)=O)OC(C1=CC=CC=C1)=O